ClC=1C(=NC(=CC1N)N1[C@@](CNCC1)(C)C[C@H](C)OC)F 3-chloro-2-fluoro-6-((S)-2-((S)-2-methoxypropyl)-2-methylpiperazin-1-yl)pyridin-4-amine